N-METHYLTYRAMINE CNCCC1=CC=C(C=C1)O